((((2,4-dimethoxybenzyl)imino)methylene)amino)-5-fluoro-4-methoxybenzonitrile COC1=C(CN=C=NC2=C(C#N)C=C(C(=C2)OC)F)C=CC(=C1)OC